methyl cis-crotonate C(\C=C/C)(=O)OC